CC1=C2C(=CC=3C=4C=C(C=CC4N(C13)C)OCC(=O)NC)C=NC=C2 2-((5,6-dimethyl-6H-pyrido[4,3-b]carbazol-9-yl)oxy)-N-methylacetamide